C1(=CCCC1)C1=CC(=C(C(=C1)OC)B(O)O)OC (4-(Cyclopent-1-en-1-yl)-2,6-dimethoxyphenyl)boronic acid